4-(3-((azepan-4-ylmethyl)amino)-1-(4-methoxyphenyl)-1H-pyrazol-5-yl)-2-fluorobenzonitrile N1CCC(CCC1)CNC1=NN(C(=C1)C1=CC(=C(C#N)C=C1)F)C1=CC=C(C=C1)OC